N1(N=CC=C1)C=1N=CC(=NC1)B(O)O 5-(1H-PYRAZOL-1-YL)PYRAZINE-2-BORONIC ACID